tert-butyl (1R,5R,7R)-7-(hydroxymethyl)-3-methyl-2-oxo-3,6-diazabicyclo[3.2.1]octane-6-carboxylate OC[C@@H]1N([C@H]2CN(C([C@@H]1C2)=O)C)C(=O)OC(C)(C)C